4-(4-(trifluoromethoxy)phenyl)thiazole-2-carbaldehyde FC(OC1=CC=C(C=C1)C=1N=C(SC1)C=O)(F)F